ClC=1C=C(C=NC1COC)N=C(C1=CC=CC=C1)C1=CC=CC=C1 N-[5-chloro-6-(methoxymethyl)-3-pyridyl]-1,1-diphenyl-methanimine